C(#N)C=1C=C(C=CC1)C=1N=C(SC1C1=CC(=NC(=C1)C)[C@H](C)O)NC(=O)N1CC2(COC2)C1 N-[4-(3-cyanophenyl)-5-[2-[(1S)-1-hydroxyethyl]-6-methyl-4-pyridinyl]thiazol-2-yl]-2-oxa-6-azaspiro[3.3]heptane-6-carboxamide